N-(2-(cyclopropylmethoxy)-4-methylbenzyl)-4-(trifluoromethoxy)benzenesulfonamide C1(CC1)COC1=C(CNS(=O)(=O)C2=CC=C(C=C2)OC(F)(F)F)C=CC(=C1)C